ClC1=CC=C(C=C1)[C@H](C(=O)N1CC2(CN(C2)C=2C3=C(N=CN2)NC(C[C@H]3C)=O)C1)CNC(C)C (R)-4-(6-((S)-2-(4-chlorophenyl)-3-(isopropylamino)propionyl)-2,6-diazaspiro[3.3]heptan-2-yl)-5-methyl-5,8-dihydropyrido[2,3-d]pyrimidin-7(6H)-one